4-((1R,5S)-3,8-diazabicyclo[3.2.1]oct-3-yl)-8-fluoro-7-(7-fluoronaphthalene-1-yl)-2-(((2R,7aS)-2-fluorotetrahydro-1H-pyrrolizin-7a(5H)-yl)methoxy)-5-(propynyl)pyrido[4,3-d]pyrimidine [C@H]12CN(C[C@H](CC1)N2)C=2C1=C(N=C(N2)OC[C@]23CCCN3C[C@@H](C2)F)C(=C(N=C1C#CC)C1=CC=CC2=CC=C(C=C12)F)F